1-(1Z-eicosenyl)-2-(13Z,16Z-docosadienoyl)-glycero-3-phospho-(1'-sn-glycerol) CCCCCCCCCCCCCCCCCC/C=C\OC[C@H](COP(=O)(O)OC[C@H](CO)O)OC(=O)CCCCCCCCCCC/C=C\C/C=C\CCCCC